C(C)(C)C=1C(=NNC1C=1C=C(C=2N(C1)C=CN2)OC)C=2SC(=CN2)C2CCN(CC2)CCC(F)(F)F 2-(4-isopropyl-5-(8-methoxyimidazo[1,2-a]pyridin-6-yl)-1H-pyrazol-3-yl)-5-(1-(3,3,3-trifluoropropyl)piperidin-4-yl)thiazole